BrC1=NN(C(=C1)C)CC(=O)OC methyl 2-(3-bromo-5-methyl-1H-pyrazol-1-yl)acetate